3-hydroxy-5-isopropoxyphenyl octadeca-9,12,15-trienoate C(CCCCCCCC=CCC=CCC=CCC)(=O)OC1=CC(=CC(=C1)OC(C)C)O